2-[4-[2-[2-(diethylamino)ethoxy]-7-[2-(trifluoromethyl)phenyl]-6,8-dihydro-5H-pyrido[3,4-d]pyrimidin-4-yl]-1-prop-2-enoyl-piperazin-2-yl]acetonitrile C(C)N(CCOC=1N=C(C2=C(N1)CN(CC2)C2=C(C=CC=C2)C(F)(F)F)N2CC(N(CC2)C(C=C)=O)CC#N)CC